C1(CC1)C1=CC=C(OC2=CC=C(C(=O)N3CCC(CC3)C3=CC=C(N=N3)N)C=C2)C=C1 6-{1-[4-(4-cyclopropylphenoxy)benzoyl]piperidin-4-yl}pyridazin-3-amine